2-[3-(4-piperidyl)-5-(trifluoromethyl)indazol-1-yl]ethanol N1CCC(CC1)C1=NN(C2=CC=C(C=C12)C(F)(F)F)CCO